FC=1C=C(C=NC1)C(C#N)(C)C 2-(5-fluoro-3-pyridyl)-2-methyl-propanenitrile